4-hydroxy-5-iodo-3-nitrophenyl-acetic acid OC1=C(C=C(C=C1I)CC(=O)O)[N+](=O)[O-]